N1C=CC2=CC(=CC=C12)CN1N=C(C=C1C(=O)NC1CC1)C(=O)NC 1-((1H-Indol-5-yl)methyl)-N5-cyclopropyl-N3-methyl-1H-pyrazole-3,5-dicarboxamide